N-(1-naphthyl)-[1,2,4]triazolo[4,3-a]pyridin-3-amine C1(=CC=CC2=CC=CC=C12)NC1=NN=C2N1C=CC=C2